C(C)(=O)O[C@@H]1CC2=CC[C@H]3[C@@H]4CC(C[C@@]4(C)CC[C@@H]3[C@]2(CC1)C)=O 16-oxo-androst-5-ene-3beta-ol acetate